6-ethoxyiminohexane-1,2,3,4,5-pentol C(C)ON=CC(C(C(C(CO)O)O)O)O